methylene-(3',5'-di-t-butyl-4'-hydroxyphenyl) propionate C(CC)(=O)OC1=CC(=C(C(=C1)C(C=C)(C)C)O)C(C)(C)C